O=S1(CCN(CC1)CC1=CC=C(C=C1)NC(=O)C=1C(NC=CC1NC1=C(C2=C(OCCN2)N=C1)C)=O)=O N-(4-((1,1-dioxidothiomorpholino)methyl)phenyl)-4-((8-methyl-2,3-dihydro-1H-pyrido[2,3-b][1,4]oxazin-7-yl)amino)-2-oxo-1,2-dihydropyridine-3-carboxamide